COC1=C(C=C2CCCNC2=C1)N1N=C(C=2C=NC(=CC21)C=2C=NN1C2N=CC=C1)C(=O)NCCN1CCC(CC1)C(=O)OCC ethyl 1-(2-(1-(7-methoxy-1,2,3,4-tetrahydroquinolin-6-yl)-6-(pyrazolo[1,5-a]pyrimidin-3-yl)-1H-pyrazolo[4,3-c]pyridine-3-carboxamido)ethyl)piperidine-4-carboxylate